(4-bromo-3-{[(dimethylamino)methylidene]sulfamoyl}phenyl)-2-(2-chloro-4-fluorophenyl)acetamide BrC1=C(C=C(C=C1)C(C(=O)N)C1=C(C=C(C=C1)F)Cl)S(N=CN(C)C)(=O)=O